C1(CC1)C1=CC(=C(C=C1)NC1=CC(=NC=C1C(=O)NOCC)NC1=NC=C(C=C1)CO)N(S(=O)(=O)C)C 4-((4-Cyclopropyl-2-(N-methylmethanesulfonamido)phenyl)amino)-N-ethoxy-6-((5-(hydroxymethyl)pyridin-2-yl)amino)nicotinamide